4-benzyl-6-(4-hydroxybutyl)-2-methylmorpholin-3-one C(C1=CC=CC=C1)N1C(C(OC(C1)CCCCO)C)=O